FC1=NC(=CC=C1C=1CCN(CC1)CC=1C(=C2NC(C=3N(C2=CC1)C=CC3)=O)F)C(=O)NC3CC(C3)F 2-fluoro-1'-((6-fluoro-4-oxo-4,5-dihydropyrrolo[1,2-a]quinoxalin-7-yl)methyl)-N-(3-fluorocyclobutyl)-1',2',3',6'-tetrahydro-[3,4'-bipyridine]-6-carboxamide